6-((tert-butyldimethylsilyl)oxy)-1,1-difluorohex-3-yn-2-one [Si](C)(C)(C(C)(C)C)OCCC#CC(C(F)F)=O